FC1=CC=C2C=CN(C2=C1)CCN1CC(CC1)(O)C 1-[2-(6-Fluoroindol-1-yl)ethyl]-3-methyl-pyrrolidin-3-ol